C(C)(C)N1C2CN(C(C1)C2)CC(=O)NC=2C=C(C(=NC2)C)NC(=O)C=2N=NN1C2C=CC(=C1)C=1C=NN(C1)C N-[5-[[2-(2-isopropyl-2,5-diazabicyclo[2.2.1]heptan-5-yl)acetyl]amino]-2-methyl-3-pyridyl]-6-(1-methylpyrazol-4-yl)triazolo[1,5-a]pyridine-3-carboxamide